(S)-2-(3-(5-(2-cyanoacetamido)pyrazin-2-yl)phenyl)-N-(5-cyanothiazol-2-yl)propanamide C(#N)CC(=O)NC=1N=CC(=NC1)C=1C=C(C=CC1)[C@@H](C(=O)NC=1SC(=CN1)C#N)C